1-((3S,5R)-1-acryloyl-5-(methoxymethyl)pyrrolidin-3-yl)-3-bromo-5-(methylamino)-1H-pyrazole-4-carboxamide C(C=C)(=O)N1C[C@H](C[C@@H]1COC)N1N=C(C(=C1NC)C(=O)N)Br